tert-butyl (2S,3aS,6aR)-2-{[(1S)-1-cyano-2-[5-(3-methyl-2-oxo-1,3-benzoxazol-5-yl)thiophen-2-yl]ethyl]carbamoyl}-hexahydrofuro[3,4-b]pyrrole-1-carboxylate C(#N)[C@H](CC=1SC(=CC1)C=1C=CC2=C(N(C(O2)=O)C)C1)NC(=O)[C@@H]1C[C@H]2[C@@H](N1C(=O)OC(C)(C)C)COC2